C1NCC12CC(C2)=O 2-azaspiro[3.3]heptane-6-one